C(C)(C)(C)OC(=O)N1CC(C1)C#CC1=NC=C(C=C1)C(F)(F)F 3-{2-[5-(Trifluoromethyl)pyridin-2-yl]ethynyl}azetidine-1-carboxylic acid tert-butyl ester